The molecule is an imine that is 4-methylidenecyclohexa-2,5-dien-1-imine in which both the hydrogens of the methylidene group are replaced by 4-amino-3-methylphenyl groups. The hydrochloride salt is the histological dye 'magenta II'. It has a role as a histological dye and a fluorochrome. It is an imine and a substituted aniline. It is a conjugate base of a magenta II(1+). CC1=C/C(=C(\\C2=CC=C(C=C2)N)/C3=CC(=C(C=C3)N)C)/C=CC1=N